1-acryloyl-piperidine C(C=C)(=O)N1CCCCC1